NC1=C(C(=NN1C1CC(C1)(C)O)C1=CC=C2C(=CC(=NC2=C1F)C1=C(C=CC=C1)F)OC)C#N 5-amino-3-(8-fluoro-2-(2-fluorophenyl)-4-methoxyquinolin-7-yl)-1-((1r,3r)-3-hydroxy-3-methylcyclobutyl)-1H-pyrazole-4-carbonitrile